N[C@@H]1[C@@H](OCC12CCN(CC2)C=2N=CC(=NC2)SC2=C(C(=NC=C2)N[C@]2(NC=1N(C(CN(C1C(N2)=O)C)CC)C2CCCC2)N)Cl)C (R)-2-((4-((5-((3S,4S)-4-amino-3-methyl-2-oxa-8-azaspiro[4.5]decane-8-yl)pyrazin-2-yl)thio)-3-chloropyridin-2-yl)amino)-8-cyclopentyl-7-ethyl-5-methyl-7,8-dihydropterin